5-(6-((3-(4-methylpiperazin-1-yl)phenyl)amino)-1H-pyrrolo[2,3-b]pyridin-3-yl)-N-(pyridin-3-yl)pyrazolo[1,5-a]pyridine-3-carboxamide CN1CCN(CC1)C=1C=C(C=CC1)NC1=CC=C2C(=N1)NC=C2C2=CC=1N(C=C2)N=CC1C(=O)NC=1C=NC=CC1